S1C=2N(C=C1)C=CC2 Pyrrolo[2,1-b]thiazole